CC1(OB(OC1(C)C)CCCCCO)C 5-(4,4,5,5-tetramethyl-1,3,2-dioxaborolan-2-yl)pentan-1-ol